C(C)C(C(=O)O[C@]1(CNCCC1)C([2H])([2H])[2H])C1=CC=C(C=C1)NC=1C2=C(N=C(N1)Cl)CCS2 (R)-3-(methyl-d3)piperidin-3-ol ethyl-2-(4-((2-chloro-6,7-dihydrothieno[3,2-d]pyrimidin-4-yl)amino)phenyl)acetate